(1S,2S)-N-(4-methoxybenzyl)-2-methylcyclopropan-1-amine COC1=CC=C(CN[C@@H]2[C@H](C2)C)C=C1